Cl.N1C[C@H](CC1)N1C(OCC1)=O 3-[(3S)-pyrrolidin-3-yl]-1,3-oxazolidin-2-one hydrochloride